[1,4]Oxazin-2-yl ketone O1C(C=NC=C1)C(=O)C1OC=CN=C1